CN1CCC(CC1)C1=CC=C2N=C3C(C4=C(C(C3=NC2=C1)=O)N=CC=C4)=O 9-(1-Methylpiperidin-4-yl)pyrido[2,3-b]phenazin-5,12-dion